3-Bromo-1,2,4-thiadiazol-5-amine BrC1=NSC(=N1)N